tert-butyl (2R,4S)-4-fluoro-2-[[4-(1-methylpyrazol-3-yl)phenyl]carbamoyl]pyrrolidine-1-carboxylate F[C@H]1C[C@@H](N(C1)C(=O)OC(C)(C)C)C(NC1=CC=C(C=C1)C1=NN(C=C1)C)=O